N-phenylquinazolin-4-amine C1(=CC=CC=C1)NC1=NC=NC2=CC=CC=C12